[Cl-].CO[Si](OC)(OC)CCC1=CC=C(C[N+](C)(C)C)C=C1 4-(trimethoxysilylethyl)benzyl-trimethyl-ammonium chloride